3,3-bis(4-hydroxyphenyl)-1-phenyl-1H-indol-2-one OC1=CC=C(C=C1)C1(C(N(C2=CC=CC=C12)C1=CC=CC=C1)=O)C1=CC=C(C=C1)O